NC1=NC=C(C2=C1C(=NN2C)C2=CC(=C(C=C2)NS(=O)(=O)C(F)F)O[C@@H](C)C2=CC=C(C=C2)F)C=2C=NN(C2)C2CCC(CC2)(F)F (S)-N-(4-(4-amino-7-(1-(4,4-difluorocyclohexyl)-1H-pyrazol-4-yl)-1-methyl-1H-pyrazolo[4,3-c]pyridin-3-yl)-2-(1-(4-fluorophenyl)ethoxy)phenyl)-1,1-difluoromethanesulfonamide